ClC1=C(C(=CS1)C(=O)N[C@@H]1C[C@H](C=2C1=CC(=C1C=C(N=CC21)C2CC2)S(NCC(C)C)(=O)=O)NC2=NC1=C(N2)C=CC=C1)OC |r| 5-chloro-4-methoxy-N-[trans-(7RS,9RS)-9-(1H-benzoimidazol-2-ylamino)-3-cyclopropyl-5-(2-methylpropylsulfamoyl)-8,9-dihydro-7H-cyclopenta[H]isoquinolin-7-yl]thiophene-3-carboxamide